ClC1=CC=C(C(=N1)C(=O)O)NC(C)C1=CC(=CC=2C=3N(C(=NC12)N1CCC(CC1)(F)F)C=C(N3)CC)F 6-chloro-3-((1-(5-(4,4-difluoropiperidin-1-yl)-2-ethyl-9-fluoroimidazo[1,2-c]quinazolin-7-yl)ethyl)amino)picolinic acid